C(C)(C)(C)OC(=O)N1CC=2C=C(C=NC2CC1)N 3-Amino-7,8-dihydro-1,6-naphthyridine-6(5H)-carboxylic acid tert-butyl ester